1-(8-bromo-6-fluoro-4-isoquinolinyl)-3-[(4-methoxyphenyl)methyl]Hexahydropyrimidine-2,4-dione BrC=1C=C(C=C2C(=CN=CC12)N1C(N(C(CC1)=O)CC1=CC=C(C=C1)OC)=O)F